COC(=O)C1CC2=C(C(=NO2)C)C2=C(C1=O)C=C(C=C2)Cl 8-chloro-1-methyl-6-oxo-5,6-dihydro-4H-benzo[6,7]cyclohepta[1,2-d]isoxazole-5-carboxylic acid methyl ester